N,N-diethyl-2,4,6,8-tetramethyl-cyclotetrasiloxan-2-amine C(C)N([Si]1(O[SiH](O[SiH](O[SiH](O1)C)C)C)C)CC